ethyl (trans)-4-((3-hydroxycyclopentyl) (methyl) amino)-1H-pyrrolo[2,3-b]pyridine-5-carboxylate O[C@@H]1C[C@H](CC1)N(C1=C2C(=NC=C1C(=O)OCC)NC=C2)C